FC=1C(=C(C=CC1F)[C@H]1[C@@H](O[C@@]([C@@H]1C)(C(F)(F)F)C)C(=O)NC=1C=NC(=CC1)[C@H]1OC(OC1)(C)C)C |o1:8,9,11,12| rel-(2R,3s,4R,5s)-3-(3,4-difluoro-2-methylphenyl)-N-(6-((R)-2,2-dimethyl-1,3-dioxolan-4-yl)pyridin-3-yl)-4,5-dimethyl-5-(trifluoromethyl)tetrahydrofuran-2-carboxamide